(2S)-3-cyclopropyl-2-[9H-fluoren-9-ylmethoxycarbonyl-(methyl)amino]propanoic acid C1(CC1)C[C@@H](C(=O)O)N(C)C(=O)OCC1C2=CC=CC=C2C=2C=CC=CC12